COC1=CC=CC(=C1C1=C(C=CC=C1OC)P(C1=CC=CC=C1)C1=CC=CC=C1)P(C1=CC=CC=C1)C1=CC=CC=C1 (6,6'-dimethoxybiphenyl-2,2'-diyl)-bis(diphenylphosphine)